(N,N-dimethylsulfamoyl)-2-methoxy-4-((8,8,8-trifluorooctyl)amino)benzoic acid methyl ester COC(C1=C(C(=C(C=C1)NCCCCCCCC(F)(F)F)S(N(C)C)(=O)=O)OC)=O